C1(CC1)C=1OC(=CN1)C(=O)NC=1C=CC(=NC1C)C=1N=NN(C1NC(OC(C)C=1C(=NC=C(C1)F)F)=O)C 1-(2,5-difluoropyridin-3-yl)ethyl (4-(5-(2-cyclopropyloxazole-5-carboxamido)-6-methylpyridin-2-yl)-1-methyl-1H-1,2,3-triazol-5-yl)carbamate